4-(benzimidazol-1-yl)-2-fluoro-benzoyl chloride N1(C=NC2=C1C=CC=C2)C2=CC(=C(C(=O)Cl)C=C2)F